FC1=C(C(=CC=C1)F)C1(CC1)NC1=NC=C(C(=O)OC)C=C1F methyl 6-((1-(2,6-difluorophenyl) cyclopropyl) amino)-5-fluoronicotinate